C(C)(C)C1=C(C=C(C=C1OC)C=1N=CC2=CC=C(C=C2C1)C(=O)OC)OC methyl 3-(4-isopropyl-3,5-dimethoxyphenyl)isoquinoline-6-carboxylate